tert-butyl 2-(hydroxymethyl)-3-methylpyrrolidine-1-carboxylate OCC1N(CCC1C)C(=O)OC(C)(C)C